Allyl (S)-11-(2-amino-5-(bis(2-aminoethyl)amino)-5-oxopentanamido)undecanoate N[C@H](C(=O)NCCCCCCCCCCC(=O)OCC=C)CCC(=O)N(CCN)CCN